Methyltartrat CC(C(=O)[O-])(O)C(O)C(=O)[O-]